2-{6-[(3s,5r)-3,5-dimethylpiperazin-1-yl]pyridazin-3-yl}-5-(2H-indazol-5-yl)pyridin-3-ol dihydrochloride Cl.Cl.C[C@H]1CN(C[C@H](N1)C)C1=CC=C(N=N1)C1=NC=C(C=C1O)C1=CC2=CNN=C2C=C1